2-hydroxy-4-(2-methoxy-3-o-fluorophenylbenzyloxy)-5-chlorobenzaldehyde OC1=C(C=O)C=C(C(=C1)OCC1=C(C(=CC=C1)C1=C(C=CC=C1)F)OC)Cl